ClC1=C2C=C(N(C2=CC(=C1F)OC)C)C(=O)NC1(COC1)C1=C(C=C(C(=O)O)C=C1)F 4-[3-(4-chloro-5-fluoro-6-methoxy-1-methyl-1H-indole-2-amido)oxetan-3-yl]-3-fluorobenzoic acid